CC1(C2C(CC(C1)C2)[Si](OCC)(OCC)OCC)C(=O)O[Si](C)(C)C(C)(C)C 2-methyl-2-tert-butyldimethylsiloxycarbonyl-6-triethoxysilylnorbornane